FC=1C=CC(=C(C1)[C@H](C(=O)NC=1SC=CN1)N1C(C2=CC(=CC=C2C1)C#CC1=CC=C(C=C1)CN1CCC(CC1)O)=O)O |r| (2RS)-2-(5-Fluoro-2-hydroxy-phenyl)-2-[6-[2-[4-[(4-hydroxy-1-piperidyl)methyl]phenyl]ethynyl]-1-oxo-isoindolin-2-yl]-N-thiazol-2-yl-acetamide